8-bromo-2-fluorocaprylic acid BrCCCCCCC(C(=O)O)F